C1(CC1)C1=NN(C2=CC(=CC=C12)C(=O)O)C 3-cyclopropyl-1-methylindazole-6-carboxylic acid